ClC1=NC(=CC=C1B(O)O)Cl (2,6-dichloro-3-pyridyl)boronic acid